C(C=C)N(S(=O)(=O)C)CC#C N-allyl-N-propargyl-methyl-sulfonamide